N-[(1S)-1-(dicyclopropylmethyl)-2-[[4-(difluoromethyl)-5-(3,5-dimethyl-1H-pyrazol-4-yl)-2-pyridyl]amino]-2-oxo-ethyl]-2-ethyl-pyrazole-3-carboxamide C1(CC1)C([C@@H](C(=O)NC1=NC=C(C(=C1)C(F)F)C=1C(=NNC1C)C)NC(=O)C=1N(N=CC1)CC)C1CC1